N-(4-bromobenzyl)-1-methyl-1H-pyrazol-4-ylamine BrC1=CC=C(CNC=2C=NN(C2)C)C=C1